C(CCCCCC(C)C)OC(C=1C(C(=O)OCCCCCCC(C)C)=CC=CC1)=O.ClCC(COCC1=C(C=CC=C1)C)=O 1-chloro-3-((2-methylbenzyl)oxy)propan-2-one diisononyl-phthalate